BrC1=CC=2C[C@H]3OCC(N[C@H]3C2C=C1)=O |r| racemic-(4aS,9aR)-7-bromo-4,4a,9,9a-tetrahydroindeno[2,1-b][1,4]oxazin-3-one